(S)-indoline-2-formic acid N1[C@@H](CC2=CC=CC=C12)C(=O)O